N(=[N+]=[N-])C=1C(=NC=C(N1)C1=C(C=C(C=C1C)Cl)OCOCC)C=O 3-azido-5-(4-chloro-2-(ethoxymethoxy)-6-methylphenyl)pyrazine-2-carbaldehyde